C1(CCCCC1)[C@H](C(=O)N[C@@H](C(=O)NC)CC1=CC=CC=C1)NC(=O)[C@H]1NCCCC1 (S)-N-((R)-1-cyclohexyl-2-(((R)-1-(methylamino)-1-oxo-3-phenylpropan-2-yl)amino)-2-oxoethyl)piperidine-2-carboxamide